N-methyl-5-(4-((2-(3-(2,2,2-trifluoroethyl)ureido)pyridin-4-yl)methyl)piperazin-1-yl)picolinamide CNC(C1=NC=C(C=C1)N1CCN(CC1)CC1=CC(=NC=C1)NC(=O)NCC(F)(F)F)=O